DiNonyl-Naphthalene C(CCCCCCCC)C1=C(C2=CC=CC=C2C=C1)CCCCCCCCC